FC(C=1C=C2C(=NC1)N=C(S2)N)(F)F 6-(trifluoromethyl)thiazolo[4,5-b]pyridin-2-amine